ClC=1C=C(C=CC1)C=1C=C2C(=NC1)NN=C2C(=O)C=2C(=C(C=CC2F)NS(=O)(=O)CCC)F N-(3-(5-(3-chlorophenyl)-1H-pyrazolo[3,4-b]pyridine-3-carbonyl)-2,4-difluorophenyl)propane-1-sulfonamide